ClC1=CC(=C(C=N1)C1=NC=CC=C1)NC(OC(C)(C)C)=O tert-butyl (6'-chloro-[2,3'-bipyridin]-4'-yl)carbamate